FC=1C=2N(C=C(C1)C=1C(=CN3N=C(N=C(C31)OC)NC3CCC1(CC1)CC3)F)C(=CN2)C(=O)NC 8-fluoro-6-(6-fluoro-4-methoxy-2-(spiro[2.5]octan-6-ylamino)pyrrolo[2,1-f][1,2,4]triazin-5-yl)-N-methylimidazo[1,2-a]pyridine-3-carboxamide